rac-1-(((3R,5R)-5-methyl-1-oxadispiro[2.2.26.23]decan-5-yl)methyl)-1H-benzo[d]imidazole-6-carbonitrile C[C@]1(C[C@@]2(CO2)CCC12CC2)CN2C=NC1=C2C=C(C=C1)C#N |r|